1-(5-chloro-2-nitrophenyl)piperidine ClC=1C=CC(=C(C1)N1CCCCC1)[N+](=O)[O-]